[Sn]=O.[Sb] antimony-tin-oxide